N-methyltoluylamine beta-naphthalenesulfinate C1=C(C=CC2=CC=CC=C12)S(=O)O.CNC1=C(C=CC=C1)C